C(C)(=O)N[C@H](C(=O)N[C@@H](C(=O)N1[C@@H](CCC1)C(=O)OCC(=O)NC(C(=O)O)C)CSSC(C)(C)C)CC1=CNC2=CC=CC=C12 2-(((S)-1-((S)-2-((S)-2-acetamido-3-(1H-indol-3-yl)propanamido)-3-(tert-butyldisulfanyl)propanoyl)pyrrolidine-2-carbonyl)oxy)acetamidopropanoic acid